4-(6-amino-2-chloro-9H-purin-9-yl)-N-(4-methoxy-1,3-benzothiazol-2-yl)cyclohexanecarboxamide NC1=C2N=CN(C2=NC(=N1)Cl)C1CCC(CC1)C(=O)NC=1SC2=C(N1)C(=CC=C2)OC